4-(4-(trifluoromethyl)phenyl)pyrrolo[1,2-a]quinoxaline-7-carbonitrile FC(C1=CC=C(C=C1)C=1C=2N(C3=CC=C(C=C3N1)C#N)C=CC2)(F)F